C(C)(=O)O[C@@H]1CN2C(OC1)=CC=N2 (R)-6,7-dihydro-5H-pyrazolo[5,1-b][1,3]oxazin-6-yl acetate